N3-(o-tolyl)-N1-(p-tolyl)-N1-(4-(trimethylsilyl)phenyl)benzene-1,3-diamine C1(=C(C=CC=C1)NC=1C=C(C=CC1)N(C1=CC=C(C=C1)[Si](C)(C)C)C1=CC=C(C=C1)C)C